C(C)(C)C1=C(C=C(C=C1)C)OC 1-Isopropyl-2-methoxy-4-methylbenzene